C(#CC)C1=C2C=NN(C2=C(C=C1)C(=O)NC1CC2(CC(C2)C(=O)O)C1)C(C)C1=CC=C(C=C1)N1CCCC1 6-(4-(propan-1-yn-1-yl)-1-(1-(4-(pyrrolidin-1-yl)phenyl)ethyl)-1H-indazole-7-carboxamido)spiro[3.3]heptane-2-carboxylic acid